BrC=1C=C(C=CC1)NC(=O)C1=NC2=C(N1)C=CC(=C2)OC N-(3-bromophenyl)-5-methoxy-1H-benzo[d]imidazole-2-carboxamide